3-(4-amino-2-((3-fluoropyridin-2-yl)methyl)-7-(1-methyl-1H-pyrazol-5-yl)-2H-[1,2,3]triazolo[4,5-c]pyridin-6-yl)benzonitrile NC1=NC(=C(C=2C1=NN(N2)CC2=NC=CC=C2F)C2=CC=NN2C)C=2C=C(C#N)C=CC2